3-[6-([[(2R,3S)-3-[(tert-butoxycarbonyl)amino]-5-carbamoylpentan-2-yl]oxy]methyl)naphthalen-2-yl]propanoic acid C(C)(C)(C)OC(=O)N[C@H]([C@@H](C)OCC=1C=C2C=CC(=CC2=CC1)CCC(=O)O)CCC(N)=O